(6aR,7R,10aS)-9-cyano-2,4-dimethoxy-7,10a-dimethyl-5,6a,7,10a-tetrahydrobenzo[H]quinazolin-8(6H)-one C(#N)C1=C[C@@]2([C@H](CCC=3C(=NC(=NC23)OC)OC)[C@H](C1=O)C)C